5,5-difluoro-5-(2-methoxypyridin-3-yl)pentan-1-ol FC(CCCCO)(C=1C(=NC=CC1)OC)F